2-(2-Chloro-4-(2-(4-methylpiperazin-1-yl)ethoxy)phenyl)-1-(3-chlorobenzyl)-5-isopropoxy-1H-benzo[d]imidazole ClC1=C(C=CC(=C1)OCCN1CCN(CC1)C)C1=NC2=C(N1CC1=CC(=CC=C1)Cl)C=CC(=C2)OC(C)C